6-(benzyloxy)-2,5,7,8-tetramethylchromane-2-carboxylic acid C(C1=CC=CC=C1)OC=1C(=C2CCC(OC2=C(C1C)C)(C(=O)O)C)C